N1(C=NC=C1)C[C@H](C)OC=1C=CC=C2C=C(N(C12)CC1CC1)C1=NC=2C(=CC=3CCN(C(C3C2)=O)C[C@@H](CF)N)N1C 2-(7-(((S)-1-(1H-imidazol-1-yl)propan-2-yl)oxy)-1-(cyclopropylmethyl)-1H-indol-2-yl)-6-((S)-2-amino-3-fluoropropyl)-1-methyl-1,6,7,8-tetrahydro-5H-imidazo[4,5-g]isoquinolin-5-one